tert-butyl 4-(((3R,4R)-1-(tert-butoxycarbonyl)-3-(4-(tert-butoxycarbonyl) phenyl)piperidin-4-yl)methyl)-5,7-dichloro-1H-indole-1-carboxylate C(C)(C)(C)OC(=O)N1C[C@H]([C@@H](CC1)CC1=C2C=CN(C2=C(C=C1Cl)Cl)C(=O)OC(C)(C)C)C1=CC=C(C=C1)C(=O)OC(C)(C)C